N1CCC(CC1)N1N=CC2=C(C=CC=C12)N1C(NC(CC1)=O)=O 1-(1-(piperidin-4-yl)-1H-indazol-4-yl)dihydropyrimidine-2,4(1H,3H)-dione